(3-{6-amino-5-[1-(2-chloro-3,6-difluoro-phenyl)-ethoxy]-pyridin-3-yl}-phenyl)-((S)-3-amino-pyrrolidin-1-yl)-methanone NC1=C(C=C(C=N1)C=1C=C(C=CC1)C(=O)N1C[C@H](CC1)N)OC(C)C1=C(C(=CC=C1F)F)Cl